C1(CCCC=2C3=CC=CC=C3CC12)[Ti] tetrahydrofluorenyltitanium